13-oxa-2,4,10-triazatricyclo[7.5.0.0^[3,7]]-tetradec-1(9),2,5,7-tetraene C1=2N=C3NC=CC3=CC2NCCOC1